ClC1=C(C(=C(C=C1OC)OC)Cl)C1=NC(=C2C=C(N=CC2=C1)N[C@@H]1COCC[C@@H]1NC(C=C)=O)NCC N-((3S,4S)-3-((7-(2,6-dichloro-3,5-dimethoxyphenyl)-5-(ethylamino)-2,6-naphthyridin-3-yl)amino)tetrahydro-2H-pyran-4-yl)acrylamide